(1R,3R)-1-(2,6-difluoro-4-iodo-phenyl)-2-(2-fluoro-2-methyl-propyl)-3-methyl-2,3,4,9-tetrahydro-1H-beta-carboline FC1=C(C(=CC(=C1)I)F)[C@H]1N([C@@H](CC=2C3=CC=CC=C3NC12)C)CC(C)(C)F